OC1=C(C=C(C=C1)OC(CC)=O)OC.C(C(O)C1=CC=CC=C1)(=O)O mandelic acid 4-hydroxy-3-methoxyphenylpropanoate